4,5-dibromo-1-(3,6,9-trioxadecyl)-1,2,3-triazole BrC=1N=NN(C1Br)CCOCCOCCOC